(2,4-dimethoxyphenyl)methanamine COC1=C(C=CC(=C1)OC)CN